N-(5-((4-(1-cyclopropyl-1H-indol-3-yl)-5-(oxazol-2-yl)pyrimidin-2-yl)amino)-2-((3aR,6aS)-5-cyclopropylhexahydropyrrolo[3,4-c]pyrrol-2(1H)-yl)-4-methoxyphenyl)acrylamide C1(CC1)N1C=C(C2=CC=CC=C12)C1=NC(=NC=C1C=1OC=CN1)NC=1C(=CC(=C(C1)NC(C=C)=O)N1C[C@@H]2CN(C[C@@H]2C1)C1CC1)OC